formamide formate C(=O)O.C(=O)N